C(C(C)(C)C)(=O)OCN1C=C(C2=C(C=CC=C12)OCOCCOC)CCN(C)C (3-(2-(dimethylamino)ethyl)-4-((2-methoxyethoxy)methoxy)-1H-indol-1-yl)methyl pivalate